CS(=O)(=O)OCCOCCOCCOCCN=[N+]=[N-] 2-{2-[2-(2-azidoethoxy)ethoxy]ethoxy}ethyl methanesulfonate